3-(5-bromo-1-oxoisoindolin-2-yl)-1-((2-(trimethylsilyl)ethoxy)methyl)piperidine BrC=1C=C2CN(C(C2=CC1)=O)C1CN(CCC1)COCC[Si](C)(C)C